1-(tert-butyl) 2-ethyl 4,5-dichloro-1H-indole-1,2-dicarboxylate ClC1=C2C=C(N(C2=CC=C1Cl)C(=O)OC(C)(C)C)C(=O)OCC